2-chloroethyl (3-bromo-5-methylphenyl)carbamate BrC=1C=C(C=C(C1)C)NC(OCCCl)=O